tri(3,4-dimethyl-1-pentyl)citrate CC(CCC(C(C(C(=O)[O-])(CCC(C(C)C)C)CCC(C(C)C)C)(O)C(=O)[O-])C(=O)[O-])C(C)C